CC1=CC2=C(N(C=3N=CN=C(C32)N)C3=C2C=CC=NC2=CC=C3C)N=C1C 6,7-Dimethyl-9-(6-methylquinolin-5-yl)-9H-pyrido[3',2':4,5]pyrrolo[2,3-d]pyrimidin-4-amine